3,4-DICHLOROPHENYLISOCYANIDE ClC=1C=C(C=CC1Cl)[N+]#[C-]